NC1=C(C2=C(CN(C23CNC3)C3CC3)S1)C#N 2-amino-5-cyclopropyl-spiro[6H-thieno[2,3-c]pyrrole-4,3'-azetidine]-3-carbonitrile